C1(=CC=CC=C1)C1=NC=CC=C1 2'-azabiphenyl